2,4-Diazido-3,6-dibenzoyl-2,4-dideoxy-1-(4-methoxybenzyl)-β-D-mannopyranose N(=[N+]=[N-])[C@@H]1[C@](O)(O[C@@H]([C@H]([C@@]1(O)C(C1=CC=CC=C1)=O)N=[N+]=[N-])C(O)C(C1=CC=CC=C1)=O)CC1=CC=C(C=C1)OC